2-(4-{[(3S)-oxacyclopent-3-yl]amino}pyrrolo[1,2-d][1,2,4]triazin-1-yl)-5-(trifluoromethyl)phenol O1C[C@H](CC1)NC1=NN=C(C=2N1C=CC2)C2=C(C=C(C=C2)C(F)(F)F)O